(6S,7R)-6-((R)-5H-imidazo[5,1-a]isoindol-5-yl)-2-methyl-4,5,6,7-tetrahydro-2H-indazol-7-ol C=1N=CN2C1C1=CC=CC=C1[C@H]2[C@@H]2CCC1=CN(N=C1[C@@H]2O)C